2,5-dimethyl-N-(2-methylbenzyl)-4-nitro-N-(trifluoromethyl)benzamide CC1=C(C(=O)N(C(F)(F)F)CC2=C(C=CC=C2)C)C=C(C(=C1)[N+](=O)[O-])C